O=C1NC(CCC1N1C(C2=CC=C(C=C2C1=O)CN1CCN(CC1)C1=NOC2=C1C=NC=C2)=O)=O 2-(2,6-dioxopiperidin-3-yl)-5-((4-(isoxazolo[4,5-c]pyridin-3-yl)piperazin-1-yl)methyl)isoindoline-1,3-dione